p-(1,1,3,3-tetramethylbutyl)-phenylether CC(CC(C)(C)C)(C)C1=CC=C(C=C1)OC1=CC=C(C=C1)C(CC(C)(C)C)(C)C